NC1=C2C(=NC=N1)N(N=C2C2=NOC(=C2C2=NC=C(C=N2)C2CCN(CC2)C(=O)OC(C)(C)C)C2CC2)C2(CC2)C tert-butyl 4-(2-(3-(4-amino-1-(1-methylcyclopropyl)-1H-pyrazolo[3,4-d]pyrimidin-3-yl)-5-cyclopropylisoxazol-4-yl)pyrimidin-5-yl)piperidine-1-carboxylate